[1,2,4]triazolo[1,5-a]pyrazine-6-carboxylic acid N=1C=NN2C1C=NC(=C2)C(=O)O